[hydroxy(methyl)phosphono]butyric acid OOP(=O)(OC)C(C(=O)O)CC